1-methyl-N-{5-[3-(trifluoromethyl)phenyl]-1H-indazol-3-yl}piperidine-4-carboxamide hydrochloride Cl.CN1CCC(CC1)C(=O)NC1=NNC2=CC=C(C=C12)C1=CC(=CC=C1)C(F)(F)F